C(#CCCCC)S hexynyl thiol